(S)-5-(aminomethyl)-2-pyrrolidone NC[C@@H]1CCC(N1)=O